(R)-2-(((1R,3R)-1-(2,6-difluoro-4-((1-(3-fluoropropyl)azetidin-3-yl)oxy)phenyl)-3-methyl-1,3,4,9-tetrahydro-2H-pyrido[3,4-b]indol-2-yl)methyl)-3,3,3-trifluoropropan-1-ol FC1=C(C(=CC(=C1)OC1CN(C1)CCCF)F)[C@H]1N([C@@H](CC2=C1NC1=CC=CC=C21)C)C[C@H](CO)C(F)(F)F